ClC1=CC=C(C=N1)CN1CCN2C1=C([C@H]1CC[C@@H]2O1)[N+](=O)[O-] (5S,8R)-1-[(6-chloro-3-pyridyl)methyl]-2,3,5,6,7,8-hexahydro-9-nitro-5,8-epoxy-1H-imidazo[1,2-a]azepine